OCC(C)N(CCCCCCCC(=O)OCCCC(CCCCC)CCCCC)CCCCCC(OCCCCCCCCCCC)=O 4-pentylnonyl 8-((1-hydroxypropan-2-yl)(6-oxo-6-(undecyloxy)hexyl) amino)octanoate